6-((S*)-1-(1H-pyrrolo[2,3-b]Pyridin-4-yl)ethyl)-N2-methyl-N4-((1S,2S)-2-methylcyclopropyl)pyridine-2,4-dicarboxamide N1C=CC=2C1=NC=CC2[C@H](C)C2=CC(=CC(=N2)C(=O)NC)C(=O)N[C@@H]2[C@H](C2)C |o1:9|